C(C)(=O)N1C(CC2=CC=CC=C12)=O N-acetyloxindole